C(#N)C(=C[C@H]1C([C@@H]1C(=O)OCC1=C(C(=C(C(=C1F)F)COC)F)Br)(C)C)C 2-bromo-4-methoxymethyl-3,5,6-trifluorobenzyl (1R)-trans-3-(2-cyano-1-propenyl)-2,2-dimethylcyclopropanecarboxylate